COC1=CC=C(C=N1)C=1C=NC=2CCN(CC2C1)C1=C(C(=C(N=N1)C#N)C)C 6-(3-(6-methoxypyridin-3-yl)-7,8-dihydro-1,6-naphthyridin-6(5H)-yl)-4,5-dimethylpyridazine-3-carbonitrile